C(CCCCCCC)[As](CCCCCCCC)(CCCCCCCC)(CCCCCCCC)Br tetraoctyl-arsenic bromide